Cl.CC1=NSC=C1N 3-methyl-4-aminoisothiazole hydrochloride salt